BrCC1=CC(=CC=C1)S(=O)(=O)C 1-(bromomethyl)-3-methylsulfonyl-benzene